6-[(3-chloro-5-fluoro-2-pyridyl)methyl]-2-azaspiro[3.3]heptane ClC=1C(=NC=C(C1)F)CC1CC2(CNC2)C1